2,9-di(phenanthren-9-yl)-4,7-diphenyl-1,10-phenanthroline C1=CC=CC=2C3=CC=CC=C3C(=CC12)C1=NC2=C3N=C(C=C(C3=CC=C2C(=C1)C1=CC=CC=C1)C1=CC=CC=C1)C=1C2=CC=CC=C2C=2C=CC=CC2C1